[Fe].[Ca] calcium-iron